C(C)(C)(C)C1=C(O[Pt+])C(=CC(=C1)C(C)(C)C)C1=NC2=C(N1C1=C(C=C(C=C1)C(C)(C)C)C1=CC=CC=C1)C=CC=C2C2=CC(=CC(=C2)C2=NC=CC1=CC(=CC=C21)C(C)C)C(C)(C)C [2,4-di-tert-butyl-6-(4-(3-(tert-butyl)-5-(6-isopropyl-isoquinolin-1-yl)phenyl)-1-(5-(tert-butyl)-[1,1'-biphenyl]-2-yl)-1H-benzo[d]imidazol-2-yl)phenoxy]platinum (II)